(4-ethoxy-4-oxobutyl)pyridine-2-carboxylic acid C(C)OC(CCCC=1C(=NC=CC1)C(=O)O)=O